NC=1C2=C(N=CN1)NC(=C2C2=CC(=C(C=C2)OC2=NC(=CC=C2)C)OCC)C2=CC=C(C=C2)NC(C(=C)C)=O N-(4-(4-amino-5-(3-ethoxy-4-((6-methylpyridin-2-yl)oxy)phenyl)-7H-pyrrolo[2,3-d]pyrimidin-6-yl)phenyl)methacrylamide